5-[2,3-difluoro-4-[3-methyl-1-[2-oxo-2-(tetrahydropyran-2-ylamino)ethyl]pyrazol-4-yl]phenyl]-1-methyl-imidazole-2-carboxamide FC1=C(C=CC(=C1F)C=1C(=NN(C1)CC(NC1OCCCC1)=O)C)C1=CN=C(N1C)C(=O)N